CN1N=CC2=CC(=CC=C12)C(=O)NC=1C=CC=2N(C1)C=C(N2)[C@@H]2N(CCC2)C |o1:22| rel-1-methyl-N-{2-[(2R)-1-methylpyrrolidin-2-yl]imidazo[1,2-a]pyridin-6-yl}-1H-indazole-5-carboxamide